methyl (E)-3-[4-methyl-5-(methylcarbamoyl)furan-2-yl]acrylate CC=1C=C(OC1C(NC)=O)/C=C/C(=O)OC